COC=1C=C(COC2=CC=C(C=C2)C=2C=C(C(NC2C(F)(F)F)=O)C(=O)N)C=CC1 5-(4-((3-methoxybenzyl)oxy)phenyl)-2-oxo-6-(trifluoromethyl)-1,2-dihydropyridine-3-carboxamide